methyl-thiazine CC=1NSC=CC1